tetracyclo[6.2.1.13,6.02,7]dodecane C12C3C4CCC(C3C(CC1)C2)C4